diethyl[[3,5-bis(1,1-dimethylethyl)-4-hydroxyphenyl]methyl] phosphoate P(=O)(OC(C1=CC(=C(C(=C1)C(C)(C)C)O)C(C)(C)C)(CC)CC)([O-])[O-]